(R)-7-methoxychroman-4-amine COC1=CC=C2[C@@H](CCOC2=C1)N